C(C)(C)(C)OC(=O)N1C(CC1)OCCO (2-hydroxyethoxy)azetidine-1-carboxylic acid tert-butyl ester